BrC=1C=CC(=NC1)C1=CC=C(C=C1)C=1NC(C2=C(N1)CCSC2)=O 2-(4-(5-bromopyridin-2-yl)phenyl)-3,5,7,8-tetrahydro-4H-thiopyrano[4,3-d]pyrimidin-4-one